methyl 1-bromo-6-iodobenzoate BrC1(C(=O)OC)CC=CC=C1I